N-(3-chloro-5-(methylsulfonamido)phenyl)-5-(3-(pyridin-3-ylmethoxy)pyridin-2-yl)-1-(2,2,2-trifluoroethyl)-1H-pyrrole-3-carboxamide ClC=1C=C(C=C(C1)NS(=O)(=O)C)NC(=O)C1=CN(C(=C1)C1=NC=CC=C1OCC=1C=NC=CC1)CC(F)(F)F